C\C=C/CCCCCC cis-2-nonene